N-(1'-(6-ethyl-2-methylpyrimidin-4-yl)-1',2'-dihydrospiro[cyclopropane-1,3'-pyrrolo[3,2-c]pyridin]-6'-yl)acetamide C(C)C1=CC(=NC(=N1)C)N1CC2(C=3C=NC(=CC31)NC(C)=O)CC2